C(CCC)N(C(CCC)NC)CCCC N,N-dibutyl-N'-methylbutanediamine